N-((cis)-4-(trifluoromethyl)cyclohexyl)pyrazine-2-carboxamide FC([C@H]1CC[C@H](CC1)NC(=O)C1=NC=CN=C1)(F)F